BrC=1C=C2C(=NC1)CC1(C(NC3=NC=CC=C31)=O)C2 3-bromo-5,7-dihydrospiro[cyclopenta[B]pyridine-6,3'-pyrrolo[2,3-B]pyridine]-2'(1'H)-one